O1CCN(CC1)C1=NC(=NC=C1)N1CC(C1)NC(C=C)=O N-(1-(4-Morpholinopyrimidin-2-yl)azetidin-3-yl)acrylamide